BrC1=C(C(=CC(=C1)F)F)Br 1,2-Dibromo-3,5-difluorobenzol